BrCC1(CC1)S(=O)(=O)C(F)F 1-(bromomethyl)-1-((difluoromethyl)sulfonyl)cyclopropane